C(C=C)OP([O-])(=O)C1=C[N+](=NC2=CC=CC=C12)C allyloxy-(2-methylcinnolin-2-ium-4-yl)phosphinate